FC=1C=C2C(=NC=NC2=CC1)N1N=C(N=C1N)NC1=CC=C(C=C1)OCCN1CCCC1 1-(6-fluoroquinazolin-4-yl)-N3-(4-(2-(pyrrolidin-1-yl)ethoxy)phenyl)-1H-1,2,4-triazole-3,5-diamine